3-chloro-5-(trifluoromethylsulfonyl)benzoic acid ClC=1C=C(C(=O)O)C=C(C1)S(=O)(=O)C(F)(F)F